C(C)(C)(C)OC(NC1=NC=CC(=C1)N1CCN2C1=C(C1=C2N=CN=C1NC(C)=O)C1=CC(=C(C=C1)OC1=NC(=CC=C1)C)F)=O (4-(4-acetamido-5-(3-fluoro-4-((6-methylpyridin-2-yl)oxy)phenyl)-7,8-dihydro-6H-imidazo[1',2':1,5]pyrrolo[2,3-d]pyrimidin-6-yl)pyridin-2-yl)carbamic acid tert-butyl ester